ClC1=NC=C(C(=C1)C1=C(C=NC(=C1)C)C(=O)NC=1SC2=C(N1)CN(C2)C(=O)C=2C(=NN(C2)C)C(F)(F)F)OC 2'-chloro-5'-methoxy-6-methyl-N-{5-[1-methyl-3-(trifluoromethyl)-1H-pyrazole-4-carbonyl]-4H,5H,6H-pyrrolo[3,4-d][1,3]thiazol-2-yl}-[4,4'-bipyridine]-3-carboxamide